piperazin-1-yl(7-(trifluoromethoxy)-2,3-dihydrobenzo[f][1,4]thiazepin-4(5H)-yl)methanone N1(CCNCC1)C(=O)N1CCSC2=C(C1)C=C(C=C2)OC(F)(F)F